pentaerythritol tetrakis[3-(3-tert-butyl-4-hydroxyphenyl) propionate] C(C)(C)(C)C=1C=C(C=CC1O)CCC(=O)OCC(COC(CCC1=CC(=C(C=C1)O)C(C)(C)C)=O)(COC(CCC1=CC(=C(C=C1)O)C(C)(C)C)=O)COC(CCC1=CC(=C(C=C1)O)C(C)(C)C)=O